BrC1=C2OCCCC3=C(N=C(C(S1)=C23)Cl)NC(OC(C)(C)C)=O tert-butyl N-(2-bromo-5-chloro-12-oxa-3-thia-6-azatricyclo[6.4.1.04,13]-trideca-1,4(13),5,7-tetraen-7-yl)carbamate